5-(((6aR,8R)-6a-Ethyl-2-(3-fluoro-2-hydroxyphenyl)-5,6,6a,7,8,9-hexahydropyrrolo[1',2':4,5]pyrazino[2,3-c]pyridazin-8-yl)oxy)-3-fluoropicolinaldehyde C(C)[C@]12N(C=3C(=NN=C(C3)C3=C(C(=CC=C3)F)O)NC1)C[C@@H](C2)OC=2C=C(C(=NC2)C=O)F